C(C)OCOC=1C=C(C=O)C=CC1C1=NN=C(C2=CC=CC=C12)NC1CC(C1)(C)O 3-(ethoxymethoxy)-4-(4-(((cis)-3-hydroxy-3-methylcyclobutyl)amino)phthalazin-1-yl)benzaldehyde